N-(6-amino-5-ethylpyridin-3-yl)-2-((2R,5S)-5-methyl-2-(2-(1,2,2-trimethylpiperidin-4-yl)benzo[d]thiazol-5-yl)piperidin-1-yl)-2-oxoacetamide NC1=C(C=C(C=N1)NC(C(=O)N1[C@H](CC[C@@H](C1)C)C=1C=CC2=C(N=C(S2)C2CC(N(CC2)C)(C)C)C1)=O)CC